N-{(2S,3R,4S)-4-fluoro-1-(2-hydroxy-2-methylpropanoyl)-2-[(2,3',5'-trifluoro[1,1'-biphenyl]-3-yl)methyl]pyrrolidin-3-yl}-ethanesulfonamide F[C@@H]1[C@@H]([C@@H](N(C1)C(C(C)(C)O)=O)CC=1C(=C(C=CC1)C1=CC(=CC(=C1)F)F)F)NS(=O)(=O)CC